ClS(=O)(=O)C[C@H](C)NC(OCC1=CC=CC=C1)=O benzyl (S)-(1-(chlorosulfonyl)propan-2-yl)carbamate